COC=1C=C2C(=CN1)N(C=C2)C[C@@H](C)NC(OC(C)(C)C)=O tert-butyl (R)-(1-(5-methoxy-1H-pyrrolo[2,3-c]pyridin-1-yl)propan-2-yl)carbamate